2-methyl-benzoyl-diphenyl-phosphine oxide CC1=C(C(=O)P(C2=CC=CC=C2)(C2=CC=CC=C2)=O)C=CC=C1